ClC1=C(C=CC(=C1)Cl)NC1=NC(=CC(=N1)OCC1=C(C=CC=C1)\C(\C(=O)OC)=C/OC)C(F)(F)F methyl (αE)-2-[[[2-[(2,4-dichlorophenyl)amino]-6-(trifluoromethyl)-4-pyrimidinyl]oxy]methyl]-α-(methoxymethylene)benzeneacetate